2-{3-[N-(4-bromophenyl)methoxyethanimidoyl]phenoxyl}-N-[(pyridin-2-yl)methyl]acetamide BrC1=CC=C(C=C1)CON=C(C)C=1C=C(OCC(=O)NCC2=NC=CC=C2)C=CC1